(3R,4R)-4-methyl-3-[methyl-(7H-pyrrolo[2,3-d]pyrimidin-4-yl)-piperidine-1-yl]-3-oxopropionitrile C[C@H]1CC(N(CC1)C(CC#N)=O)(C=1C2=C(N=CN1)NC=C2)C